(((2S,6R)-2,6-dimethylmorpholino)methyl)-N-methoxy-N-methylbenzamide C[C@@H]1O[C@@H](CN(C1)CC1=C(C(=O)N(C)OC)C=CC=C1)C